BrC=1C=CC(=NC1)N1CCC(CC1)(CN(C)C)NC(OC(C)(C)C)=O Tert-butyl (1-(5-bromopyridin-2-yl)-4-((dimethylamino)methyl)piperidin-4-yl)carbamate